ClC1=C2C(=NC(=N1)C1CCC1)N(N=C2)C(C)C 4-chloro-6-cyclobutyl-1-isopropyl-1H-pyrazolo[3,4-d]pyrimidine